(5-((6,7-dimethoxy-3-methyl-4-oxo-3,4-dihydro-phthalazin-1-yl)methyl)indolin-1-yl)sulfonyl-carbamic acid tert-butyl ester C(C)(C)(C)OC(NS(=O)(=O)N1CCC2=CC(=CC=C12)CC1=NN(C(C2=CC(=C(C=C12)OC)OC)=O)C)=O